tert-butyl ((5-isopropyl-6-methoxy-1-tosyl-1H-indol-2-yl)methyl)carbamate C(C)(C)C=1C=C2C=C(N(C2=CC1OC)S(=O)(=O)C1=CC=C(C)C=C1)CNC(OC(C)(C)C)=O